C(=C)[Si](OC(C#C)(C)C)(OC(C#C)(C)C)OC(C#C)(C)C vinyl-tris(3-methyl-1-butyne-3-oxy)silane